Cl.N1C=NCCC1 1,4,5,6-tetrahydropyrimidine hydrochloride